2-cyclopentyl-1-(4-methylbenzenesulfonyl)pyrrole 2-methyl-13-{3-[(2-octyl-1-oxodecyl)oxy]propyl}-9,12-dioxo-5-oxa-2,8,13-triazahexadec-10-en-16-yl-2-octyldecanoate CN(C)CCOCCNC(C=CC(N(CCCOC(C(CCCCCCCC)CCCCCCCC)=O)CCCOC(C(CCCCCCCC)CCCCCCCC)=O)=O)=O.C1(CCCC1)C=1N(C=CC1)S(=O)(=O)C1=CC=C(C=C1)C